NC1=CC=C(C=C1)C(C(F)(F)F)(C(F)(F)F)C1=CC=C(C=C1)N 2,2-bis(4-aminophenyl)-1,1,1,3,3,3-hexafluoropropane